N-(1-(4-Bromo-6-fluoropyridin-3-yl)pent-4-en-1-yl)-4-methoxyaniline BrC1=C(C=NC(=C1)F)C(CCC=C)NC1=CC=C(C=C1)OC